N-(3-(1H-1,2,4-triazole-1-yl)propyl)-3-(trimethoxysilyl)-N-(3-(trimethoxysilyl)propyl)propan-1-amine N1(N=CN=C1)CCCN(CCC[Si](OC)(OC)OC)CCC[Si](OC)(OC)OC